NCC(=O)N[C@H](C(=O)OC(C)(C)C)CCC(C=[N+]=[N-])=O tert-Butyl (S)-2-(2-aminoacetamido)-6-diazo-5-oxohexanoate